COC=1C=C(C=CC1)N1CCN(CC1)CC1=NC(=NC(=N1)NC1=CC=C(C=C1)C)N 6-((4-(3-methoxyphenyl)piperazin-1-yl)methyl)-N2-(p-tolyl)-1,3,5-triazine-2,4-diamine